S=C1OC2=CC3=C(C(=C2C=C1)OCCNC(OC(C)(C)C)=O)C=CO3 tert-butyl (2-((7-thioxo-7H-furo[3,2-g]chromen-4-yl)oxy)ethyl)carbamate